ClC1=CN=C(S1)C(=O)NC1CN(CC(C1)N1C(=NC=2C=NC(=CC21)C#N)CC(C)C)C 5-chloro-N-(5-(6-cyano-2-isobutyl-1H-imidazo[4,5-c]pyridin-1-yl)-1-methylpiperidin-3-yl)thiazole-2-carboxamide